(5-chloro-2-(4-chlorothiazol-5-yl)-4-methoxyphenyl)methanol ClC=1C(=CC(=C(C1)CO)C1=C(N=CS1)Cl)OC